NCCC1=CN=C(N1)NC1=NC2=CC=CC=C2C(=N1)C N-(5-(2-aminoethyl)-1H-imidazol-2-yl)-4-methylquinazolin-2-amine